tertiary butanol lithium [Li].C(C)(C)(C)O